N1N=NN=C1C1=C(C=CC=C1)C=1C=C2CN(CC2=CC1)C1=NN(C=C1)CC 5-(2-(1H-Tetrazol-5-yl)phenyl)-2-(1-ethyl-1H-pyrazol-3-yl)isoindoline